succinimidyl 3-iodobenzoate IC=1C=C(C(=O)ON2C(CCC2=O)=O)C=CC1